[Na].OC1=C(C=C(CNC(C2=C(C=C(C=C2)O)O)=O)C=C1)OC 2,4-dihydroxybenzoic acid N-(4-hydroxy-3-methoxybenzyl)amide monosodium salt